benzyl acetate amino(dithioperoxy)t-butyl-thioformate NSSCC(C)(C)C(=S)O.C(C)(=O)OCC1=CC=CC=C1